CC1CN1 propyleneimine